S1C=NC2=C1C=C(C=C2)\C=C\2/N=C(NC2=O)SCC (4Z)-4-(1,3-benzothiazol-6-ylmethylene)-2-ethylsulfanyl-1H-imidazol-5-one